O1C(C=CC1)=S furan-2(5H)-thione